2-((2-(3-((tert-butoxycarbonyl)(6-methoxy-3-nitropyridin-2-yl)amino)propyl)-4-fluorophenyl)amino)-4-chloro-5-fluorobenzoic acid C(C)(C)(C)OC(=O)N(CCCC1=C(C=CC(=C1)F)NC1=C(C(=O)O)C=C(C(=C1)Cl)F)C1=NC(=CC=C1[N+](=O)[O-])OC